ClC1=CC=C(C=N1)CC1C(N(C2CC12)C=1NC(=C(N1)C1=CC=NC=C1)C(F)(F)F)=O endo-4-((6-chloropyridin-3-yl)methyl)-2-(4-(pyridin-4-yl)-5-(trifluoromethyl)-1H-imidazol-2-yl)-2-azabicyclo[3.1.0]hexan-3-one